COC(=O)C=1C=C(C2=C(N=C3COC[C@H](N32)C)C1)Br (R)-6-bromo-4-methyl-3,4-dihydro-1H-benzo[4,5]imidazo[2,1-c][1,4]oxazine-8-carboxylic acid methyl ester